[Na+].CC1=C(C=C(C=C1)CS(=O)(=O)[O-])[N+](=O)[O-] (4-methyl-3-nitrophenyl)methyl-sulfonic acid sodium salt